Cl.C(#N)C1=C(C=C(C=C1)C1=C(C=2N(C(=N1)N1CCC(CC1)NCCCCCCC(=O)NO)C=CN2)C2=CC(=C(C=C2)OC)O)F 7-((1-(7-(4-Cyano-3-fluorophenyl)-8-(3-hydroxy-4-methoxyphenyl)imidazo[1,2-c]pyrimidin-5-yl)piperidin-4-yl)amino)-N-hydroxyheptanamide hydrochloride